1,3-dihydroxy-5,6-dimethoxy-2-methoxymethylanthraquinone OC1=C(C(=CC=2C(C3=C(C(=CC=C3C(C12)=O)OC)OC)=O)O)COC